ClC1=C(C(=O)N)C=C(C=C1)CN1N=NC(=C1)C1=C(N=C2N1C=CC=C2)C2=CC=NC=C2 2-Chloro-5-((4-(2-(pyridine-4-yl)imidazo[1,2-a]pyridine-3-yl)-1H-1,2,3-triazol-1-yl)methyl)benzamid